BrC1=CC(=C(C(=O)NCC2=NN3C(=NC=4C(=CC(=CC4C3=N2)F)OC)NCC2=C(C=C(C=C2)OC)OC)C(=C1)F)F 4-bromo-N-((5-((2,4-dimethoxybenzyl)amino)-9-fluoro-7-methoxy-[1,2,4]triazolo[1,5-c]quinazolin-2-yl)methyl)-2,6-difluorobenzamide